6-Chloro-N-[(3R)-1-ethyl-3-piperidyl]-5-(trifluoromethyl)pyridazin-3-amine ClC1=C(C=C(N=N1)N[C@H]1CN(CCC1)CC)C(F)(F)F